FC=1C=C(C=CC1OC1=NC=CC(=N1)C)C=1C(=C2N(N=CC(=C2)C)C1C1=CC=C(C=C1)NC(C(=C)F)=O)C(=O)N 6-(3-fluoro-4-((4-methylpyrimidin-2-yl)oxy)phenyl)-7-(4-(2-fluoroacrylamido)phenyl)-3-methylpyrrolo[1,2-b]pyridazine-5-carboxamide